C1(CC1)N1C=C(C2=CC=CC=C12)C1=NC(=NC=C1C=1C=NC=CC1)NC=1C(=CC(=C(C1)NC(C=C)=O)N(C)CCN(C)C)OC N-(5-((4-(1-Cyclopropyl-1H-indol-3-yl)-5-(pyridin-3-yl)pyrimidin-2-yl)amino)-2-((2-(dimethylamino)ethyl)(methyl)amino)-4-methoxyphenyl)acrylamide